C(C)(=O)NC=1C=CC(=C(C1)B(O)O)C [5-(acetylamino)-2-methylphenyl]boronic acid